CC1=C(C=CC=C1C)N1CCN(CC1)C(CN1N=C(C=2CCCCC12)C(=O)N1CCC(CC1)NC(OC(C)(C)C)=O)=O tert-butyl (1-(1-(2-(4-(2,3-dimethylphenyl)piperazin-1-yl)-2-oxoethyl)-4,5,6,7-tetrahydro-1H-indazole-3-carbonyl)piperidin-4-yl)carbamate